FC(C1CN(CC1C1=CC=CC=C1)C(=O)[O-])F 3-(difluoromethyl)-4-phenylpyrrolidine-1-carboxylate